(S)-2-(Boc-amino)-N-methoxy-N-methylpropanamide C(=O)(OC(C)(C)C)N[C@H](C(=O)N(C)OC)C